[Pt](Cl)Cl.N1=CC=C(C=C1)C.N1=CC=C(C=C1)C bis(γ-picoline) platinum dichloride